O=C1NC=2N(C3=C1C=CC=N3)N=C(C2)C(=O)OC methyl 5-oxo-4,5-dihydropyrazolo[1,5-a]pyrido[3,2-e]pyrimidine-2-carboxylate